ClC=1C=C2C(=NC=NC2=CC1C1=C(C=C(C=C1)O)C(F)(F)F)N1CCN(CC1)C(C=C)=O 1-(4-(6-chloro-7-(4-hydroxy-2-(trifluoro-methyl)phenyl)quinazolin-4-yl)piperazin-1-yl)prop-2-en-1-one